4-[[3-[4-(cyanomethoxy)-2,3-difluoro-phenyl]imidazo[1,2-a]pyrazin-8-yl]amino]-2-ethyl-benzoic acid C(#N)COC1=C(C(=C(C=C1)C1=CN=C2N1C=CN=C2NC2=CC(=C(C(=O)O)C=C2)CC)F)F